Glycolaldehyde tert-Butyl-3-(2-(dimethylamino)-2-oxoethyl)-1H-indole-1-carboxylate C(C)(C)(C)OC(=O)N1C=C(C2=CC=CC=C12)CC(=O)N(C)C.C(CO)=O